3-fluoro-4-[[3-(4-piperidyl)pyrazol-1-yl]oxymethyl]benzonitrile FC=1C=C(C#N)C=CC1CON1N=C(C=C1)C1CCNCC1